N-hydroxyphthalimide Tin [Sn].ON1C(C=2C(C1=O)=CC=CC2)=O